NC1=C(C=C(C=C1)N1CCC(CC1)CN1CCC(CC1)C(=O)OC(C)(C)C)OC tertiary butyl 1-((1-(4-amino-3-methoxyphenyl)piperidin-4-yl)methyl)piperidin-4-carboxylate